5-[3-({(1S)-1-[(1r,4S)-4-aminocyclohexyl]ethyl}amino)-4-ethyl-5-fluorophenyl]-1,3,4-oxadiazol-2(3H)-one NC1CCC(CC1)[C@H](C)NC=1C=C(C=C(C1CC)F)C1=NNC(O1)=O